FC(C(=O)C1=NC=CC(=C1)COC(F)(F)F)F 2,2-difluoro-1-[4-(trifluoromethoxymethyl)-2-pyridyl]ethanone